(Ra)-6-(1-((S)-1-(4-((1R,5S)-3-Azabicyclo[3.1.0]hexan-3-yl)phenyl)ethyl)-4-chloro-1H-indazol-7-carboxamido)spiro[3.3]heptan [C@@H]12CN(C[C@H]2C1)C1=CC=C(C=C1)[C@H](C)N1N=CC2=C(C=CC(=C12)C(=O)NC1CC2(CCC2)C1)Cl